2,7-difluorocarbazol-9-amine FC1=CC=2N(C3=CC(=CC=C3C2C=C1)F)N